(S)-2-(3-fluoro-5-isopropyl-2-methoxyphenyl)-2-((R)-3-((6-((S)-1,2,3,4-tetrahydro-1,8-naphthyridin-2-yl)hexyl)oxy)pyrrolidin-1-yl)acetic acid FC=1C(=C(C=C(C1)C(C)C)[C@@H](C(=O)O)N1C[C@@H](CC1)OCCCCCC[C@@H]1NC2=NC=CC=C2CC1)OC